2,4-dimethyl-1,3-phenylene diisocyanate CC1=C(C=CC(=C1N=C=O)C)N=C=O